(3-methyl-1-phenyl-1H-pyrazol-5-yl)pyrazolo[1,5-a]pyrimidine-3-carboxamide CC1=NN(C(=C1)C1=NN2C(N=CC=C2)=C1C(=O)N)C1=CC=CC=C1